rac-(1R,3R)-3-((6-bromo-8-methyl-7-oxo-7,8-dihydropyrido[2,3-d]pyrimidin-2-yl)amino)-N-methylcyclohexane-1-carboxamide BrC1=CC2=C(N=C(N=C2)N[C@H]2C[C@@H](CCC2)C(=O)NC)N(C1=O)C |r|